tert-butyl (2S,6R)-2-((benzyloxy)methyl)-6-(methoxy-d3)-1,4-oxazepane-4-carboxylate C(C1=CC=CC=C1)OC[C@H]1OC[C@@H](CN(C1)C(=O)OC(C)(C)C)OC([2H])([2H])[2H]